C(C)(C)(C)N(C(O)=O)C1(COC1)C1=NN(N=C1Br)C.N1=CC(=CC=C1)C(C)=O 3-pyridyl-ethanone tert-butyl-(3-(5-bromo-2-methyl-2H-1,2,3-triazol-4-yl)oxetan-3-yl)carbamate